C(CCCCCCCCC(=O)OC1CC(N(C(C1)(C)C)OC(C)=O)(C)C)(=O)OC1CC(N(C(C1)(C)C)OC(C)=O)(C)C bis(1-acetoxy-2,2,6,6-tetramethylpiperidin-4-yl) sebacate